tert-Butyl 4-(6-(benzylamino)-4-(trifluoromethyl)pyridazin-3-yl)piperidine-1-carboxylate C(C1=CC=CC=C1)NC1=CC(=C(N=N1)C1CCN(CC1)C(=O)OC(C)(C)C)C(F)(F)F